O=C(C(=O)NC=1C2=C(C=NC1)C=NN2COCC[Si](C)(C)C)N2[C@H](CC[C@@H](C2)C)C=2C=CC1=C(N=C(S1)[C@@H]1[C@@H](CN(CC1)C)C)C2 |o1:37,38| 2-oxo-2-[(2R,5S)-5-methyl-2-[2-[rel-(3S,4S)-1,3-dimethyl-4-piperidyl]-1,3-benzothiazol-5-yl]-1-piperidyl]-N-[1-(2-trimethylsilylethoxymethyl)pyrazolo[4,3-c]pyridin-7-yl]acetamide